N1C(C1)C(=O)N1CCN(CC1)C=1C2=C(N=C(N1)OC[C@H]1N(CCC1)C)CN(CC2)C2=CC=CC1=CC=CC(=C21)C aziridin-2-yl(4-(7-(8-methylnaphthalen-1-yl)-2-(((S)-1-methylpyrrolidin-2-yl)methoxy)-5,6,7,8-tetrahydropyrido[3,4-d]pyrimidin-4-yl)piperazin-1-yl)methanone